(2S)-3-[3-[[N-Carbamoyl-3-[(2S)-2-carboxy-2-[(3R)-pyrrolidin-3-yl]ethyl]anilino]methyl]phenyl]-2-[(3R)-pyrrolidin-3-yl]propanoic acid C(N)(=O)N(C1=CC(=CC=C1)C[C@@H]([C@@H]1CNCC1)C(=O)O)CC=1C=C(C=CC1)C[C@H](C(=O)O)[C@@H]1CNCC1